CC1=C(C=CC=C1C)N1CCN(CC1)C(CN1N=C(C2=C1CCC2)C(=O)N2CCCC2)=O 1-(4-(2,3-dimethylphenyl)piperazin-1-yl)-2-(3-(pyrrolidine-1-carbonyl)-5,6-dihydrocyclopenta[c]pyrazol-1(4H)-yl)ethanone